CC1=NN(C(=C1)C)CC=O 2-(3,5-dimethyl-1H-pyrazol-1-yl)ethan-1-one